[Si](C)(C)(C(C)(C)C)OC[C@H](COC1=NN(C(=C1[N+](=O)[O-])C)C=1C(=NC=C(C1)F)OC)C (S)-3-(3-(3-((tert-butyldimethylsilyl)oxy)-2-methylpropoxy)-5-methyl-4-nitro-1H-pyrazol-1-yl)-5-fluoro-2-methoxypyridine